O=C1CC[C@H]2N1CCN(C2)C2=CC=C(C=N2)C(=O)NC2=NN(C(=C2)C2=NC1=C(N2)C=CC=C1)C 6-[(8aR)-6-oxo-1,3,4,7,8,8a-hexahydropyrrolo[1,2-a]pyrazin-2-yl]-N-[5-(1H-benzimidazol-2-yl)-1-methyl-pyrazol-3-yl]pyridine-3-carboxamide